(E)-1-methoxy-2-(2-nitrovinyl)-4-propoxybenzene COC1=C(C=C(C=C1)OCCC)\C=C\[N+](=O)[O-]